2-methacryloxyethyl isocyanate (2-isocyanatoethyl methacrylate) N(=C=O)CCC=C(C(=O)O)C.C(C(=C)C)(=O)OCCN=C=O